COC(C)=O.C(CC)(=O)O propanoic acid methyl-acetate